4-methyl-5-trifluoromethyl-1,3-dioxolan-2-one CC1OC(OC1C(F)(F)F)=O